ClC1=C2C=NN(C2=C(C=C1)C(=O)NC1CC2(CCC2)C1)CC1=CC=C(C=C1)C1=NC(=CC=C1)OC(F)(F)F (Ra)-6-(4-Chloro-1-(4-(6-(trifluoromethoxy)pyridin-2-yl)benzyl)-1H-indazol-7-carboxamido)spiro[3.3]heptan